CN(CCCC(=O)OC(CCCCCCCC\C=C/C\C=C/CCCCC)C(CCCCCCCC\C=C/C\C=C/CCCCC)(CCCCCCCC\C=C/C\C=C/CCCCC)O)C (6Z,9Z,29Z,32Z)-20-hydroxy-20-((9Z,12Z)-octadeca-9,12-dienyl)octatriaconta-6,9,29,32-tetraen-19-yl 4-(dimethylamino)butanoate